C(C)(C)(C)C1=NC=CC(=C1)C1=NC(=NC=N1)C1=C(C=C(C=C1)C(=O)N1CCC(CC1)O)Cl (4-(4-(2-(tert-butyl)pyridin-4-yl)-1,3,5-triazin-2-yl)-3-chlorophenyl)(4-hydroxypiperidin-1-yl)methanone